(cyclohexyl)methyl-(cyclopropyl)methyl-dimethoxysilane C1(CCCCC1)C[Si](OC)(OC)CC1CC1